NCC12CC(CC(N1C(=O)OC(C)(C)C)C2)C tert-butyl cis-1-(aminomethyl)-3-methyl-6-azabicyclo[3.1.1]heptane-6-carboxylate